COC(C1=C(C=C(C(=C1)I)N)C)=O.CN(C1CN(C1)C=1C=CC(=C(C(=O)N[C@H](C)C2=CC(=C(C(=C2)OC)OC)OC)C1)C)C 5-[3-(Dimethylamino)azetidin-1-yl]-2-methyl-N-[(1R)-1-(3,4,5-trimethoxyphenyl)ethyl]benzamide methyl-4-amino-5-iodo-2-methylbenzoate